7-amino-6-bromo-N-((5-(difluoromethyl)-2-pyridinyl)methyl)-N-((1R)-1-(1-methyl-1H-1,2,4-triazol-3-yl)ethyl)-1,8-naphthyridine-3-carboxamide NC1=C(C=C2C=C(C=NC2=N1)C(=O)N([C@H](C)C1=NN(C=N1)C)CC1=NC=C(C=C1)C(F)F)Br